N-(4-(((R)-1-hydroxy-4-methylpent-2-yl)amino)-6-(2-(1-methyl-1H-pyrrolo[2,3-b]pyridin-5-yl)propyl)-1,3,5-triazin-2-yl)methanesulfonamide OC[C@@H](CC(C)C)NC1=NC(=NC(=N1)CC(C)C=1C=C2C(=NC1)N(C=C2)C)NS(=O)(=O)C